ClC1=CC=2C(C3=C(N(C2N=C1N(C)CCOC)CC(=O)[O-])C(=C(C=C3)Cl)SC)=O.[Na+] sodium 2-(3,8-dichloro-2-((2-methoxyethyl)(methyl)amino)-9-(methylthio)-5-oxobenzo[b][1,8]naphthyridin-10(5H)-yl)acetate